C(C)N(S(=O)(=O)C1=CC=C2CCN(CC2=C1)C(C(C)(C)F)=O)[C@H](C(F)(F)F)C1=CC=C(C=C1)F (S)-N-ethyl-2-(2-fluoro-2-methylpropanoyl)-N-(2,2,2-trifluoro-1-(4-fluorophenyl)ethyl)-1,2,3,4-tetrahydroisoquinoline-7-sulfonamide